C(C1=CC=CC=C1)N1C(=CC=2C3(NC=4C=CC=CC4C21)C(N(C2=CC=C(C=C23)C)CC2=CC=C(C=C2)C)=O)C (-)-1'-Benzyl-2',5-dimethyl-1-(4-methylbenzyl)-1',5'-dihydrospiro[indoline-3,4'-pyrrolo[3,2-c]quinolin]-2-one